tert-butyl (S)-(3-(2,4-difluorophenyl)-1-(6-hydroxy-2-azaspiro[3.3]heptan-2-yl)-1-oxopropan-2-yl)carbamate FC1=C(C=CC(=C1)F)C[C@@H](C(=O)N1CC2(C1)CC(C2)O)NC(OC(C)(C)C)=O